2-chloro-6-methyl-3-(trifluoromethyl)pyridine ClC1=NC(=CC=C1C(F)(F)F)C